3-(1,4-Dimethyl-1H-benzotriazol-5-yl)-3-(7-{[(2R)-2-ethyl-5,5-dioxo-2,3-dihydro-4H-naphtho[1,2-b][1,4,5]oxathiazepin-4-yl]methyl}-2,3-dihydro-1H-inden-5-yl)propanoic acid CN1N=NC2=C1C=CC(=C2C)C(CC(=O)O)C=2C=C1CCCC1=C(C2)CN2S(C1=C(O[C@@H](C2)CC)C2=CC=CC=C2C=C1)(=O)=O